CN1C(CC(C=C1)=O)(C(=O)OC)C Methyl 1,2-dimethyl-4-oxo-1,2,3,4-tetrahydropyridine-2-carboxylate